CC12CC3(CC(CC(C1)C3)C2)N=C=O 3-methyl-1-adamantyl isocyanate